2-(4-(4-(7H-Pyrrolo[2,3-d]pyrimidin-4-yl)-3,4-dihydro-2H-1,4-thiazin-6-yl)-1H-pyrazol-1-yl)-1-(4-methylpiperazin-1-yl)ethan-1-one N1=CN=C(C2=C1NC=C2)N2CCSC(=C2)C=2C=NN(C2)CC(=O)N2CCN(CC2)C